phenylbis(4-(2-(vinyloxy)ethoxy)-phenyl)sulfonium 1,1,2,2,3,3,4,4-octafluoro-Butane-1,4-disulfonate FC(C(C(C(S(=O)(=O)[O-])(F)F)(F)F)(F)F)(S(=O)(=O)[O-])F.C1(=CC=CC=C1)[S+](C1=CC=C(C=C1)OCCOC=C)C1=CC=C(C=C1)OCCOC=C.C1(=CC=CC=C1)[S+](C1=CC=C(C=C1)OCCOC=C)C1=CC=C(C=C1)OCCOC=C